5-tert-butyl-N-[(5R)-2-{2-[3-methyl-1-(propan-2-yl)-1H-pyrazol-4-yl]-1H-imidazo[4,5-b]pyridin-7-yl}-6,7,8,9-tetrahydro-5H-benzo[7]annulen-5-yl]-1,3,4-oxadiazole-2-carboxamide C(C)(C)(C)C1=NN=C(O1)C(=O)N[C@@H]1CCCCC2=C1C=CC(=C2)C2=C1C(=NC=C2)N=C(N1)C=1C(=NN(C1)C(C)C)C